O1C[C@@H](CC1)OC1=CC=CC2=C1N=CS2 4-[(3R)-oxolan-3-yloxy]-1,3-benzothiazole